Cl.N1(CCNCC1)C(=O)N1CCNCC1 (piperazine-1-yl)ketone hydrochloride